4-azido-3-methoxybenzyl bromide N(=[N+]=[N-])C1=C(C=C(CBr)C=C1)OC